ONN Hydroxy-aminoamine